CC1(CC1)NC(O[C@H]1C[C@H](CC1)C1=CC(=NN1)NC1=NC=C(N=C1)CO)=O (1R,3S)-3-(3-((5-(hydroxymethyl)pyrazin-2-yl)amino)-1H-pyrazol-5-yl)cyclopentyl (1-methylcyclopropyl)carbamate